6-[[(3R,5R)-1-Ethyl-5-methyl-3-piperidyl]amino]-3-[2-hydroxy-4-(trifluoromethyl)phenyl]-4-methyl-1,2,4-triazin-5-on C(C)N1C[C@@H](C[C@H](C1)C)NC=1C(N(C(=NN1)C1=C(C=C(C=C1)C(F)(F)F)O)C)=O